C(=O)(O)CCN1C=NC=2N=C(NC(C12)=O)N 7-(Carboxyethyl)guanine